(4-(3-hydroxyoxetan-3-yl)phenyl)(4-((5-(methylthio)pyrimidin-2-yl)oxy)piperidin-1-yl)methanone OC1(COC1)C1=CC=C(C=C1)C(=O)N1CCC(CC1)OC1=NC=C(C=N1)SC